18-(p-iodophenyl)octadecyl-phosphorylcholine IC1=CC=C(C=C1)CCCCCCCCCCCCCCCCCCP(=O)=C(O)C[N+](C)(C)C